FC=1C=C2N=C(C(=NC2=CC1F)N1C2=CC=CC=C2C=2C=CC=CC12)N1C2=CC=CC=C2C=2C=CC=CC12 9,9'-(6,7-difluoroquinoxaline-2,3-diyl)bis(9H-carbazole)